Methyl 3-amino-6-(4,4,5,5-tetramethyl-1,3,2-dioxaborolan-2-yl)pyrazine-2-carboxylate NC=1C(=NC(=CN1)B1OC(C(O1)(C)C)(C)C)C(=O)OC